Hydroxypropyl-tetrahydropyranetriol OCCCC1(OCCC(C1O)O)O